9-(dimethylphosphoryl)-2-(piperidin-3-ylamino)-5,6,7,8-tetrahydropyrimido[4',5':3,4]cyclohepta[1,2-b]indole-10-carbonitrile CP(=O)(C)C1=C(C=CC=2C3=C(NC12)CCCC1=C3N=C(N=C1)NC1CNCCC1)C#N